5-amino-N-(1-ethynyl-cyclopropyl)-2,3-difluorobenzamide NC=1C=C(C(=C(C(=O)NC2(CC2)C#C)C1)F)F